C(C)(C)NC(OC1CCCCC1)=O cyclohexyl isopropylcarbamate